2-(4,5-Dimethyl-1H-imidazol-2-yl)-4-(1-(methylsulfonyl)-1,2,5,6-tetrahydropyridin-3-yl)pyridine trifluoroacetate FC(C(=O)O)(F)F.CC=1N=C(NC1C)C1=NC=CC(=C1)C=1CN(CCC1)S(=O)(=O)C